NC1=NC=2C=C(C(=CC2C2=C1COC2)C(=O)N2[C@H](COCC2)C2=CC=C(C=C2)C(F)(F)F)F (4-amino-7-fluoro-1,3-dihydrofuro[3,4-c]quinolin-8-yl)((3S)-3-(4-(trifluoromethyl)phenyl)-4-morpholinyl)methanone